4-(4-(1-(3-ethoxy-3-oxopropyl)ureido)naphthalen-1-yl)piperazine-1-carboxylic acid tert-butyl ester C(C)(C)(C)OC(=O)N1CCN(CC1)C1=CC=C(C2=CC=CC=C12)N(C(=O)N)CCC(=O)OCC